(1s,4s)-4-(8-(2,6-dichloro-4-fluorophenylamino)-2-(oxepan-4-ylamino)-9H-purin-9-yl)cyclohexanecarboxamide ClC1=C(C(=CC(=C1)F)Cl)NC=1N(C2=NC(=NC=C2N1)N[C@@H]1CCOCCC1)C1CCC(CC1)C(=O)N